5-(1-(3-(4-(4-(4-amino-3-(4-phenoxyphenyl)-1H-pyrazolo[3,4-d]pyrimidin-1-yl)piperidine-1-carbonyl)piperazin-1-yl)propyl)piperidin-4-yl)-2-(2,6-dioxopiperidin-3-yl)isoindoline-1,3-dione NC1=C2C(=NC=N1)N(N=C2C2=CC=C(C=C2)OC2=CC=CC=C2)C2CCN(CC2)C(=O)N2CCN(CC2)CCCN2CCC(CC2)C=2C=C1C(N(C(C1=CC2)=O)C2C(NC(CC2)=O)=O)=O